2-(2-((6-methylbenzo[d]oxazol-2-yl)amino)benzo[d]oxazol-5-yl)acetic acid CC1=CC2=C(N=C(O2)NC=2OC3=C(N2)C=C(C=C3)CC(=O)O)C=C1